CC1=CC=C(S1)C1=NN=C(O1)NC(C1=CC=C(C=C1)SC(F)(F)F)=O N-(5-(5-methylthiophen-2-yl)-1,3,4-oxadiazol-2-yl)-4-((trifluoromethyl)thio)benzamide